2-Methyl-3-hydroxypropionic acid CC(C(=O)O)CO